[13C3,15N]alanine [15NH2][13C@@H]([13CH3])[13C](=O)O